NCCC1=CNC2=CC=CC=C12 tryptamin